2-[5-Cyano-6-(1-methyl-1H-pyrazol-4-yl)-pyridin-3-yl]-pentanoic acid (5-chloro-pyrazin-2-yl)-amide ClC=1N=CC(=NC1)NC(C(CCC)C=1C=NC(=C(C1)C#N)C=1C=NN(C1)C)=O